1-(4-bromopyridin-2-yl)propan-2-one BrC1=CC(=NC=C1)CC(C)=O